N-((5-methylfuran-2-yl)methyl)-9H-purin-6-amine CC1=CC=C(O1)CNC1=C2N=CNC2=NC=N1